FC=1C=CC2=C(NC(=NS2(=O)=O)NCC2=CC(=CC=C2)F)C1[C@H](C)C=1SC=CN1 (S)-6-fluoro-3-((3-fluorobenzyl)amino)-5-(1-(thiazol-2-yl)ethyl)-4H-benzo[e][1,2,4]thiadiazine 1,1-dioxide